Natrium lauroylsarcosinat C(CCCCCCCCCCC)(=O)N(C)CC(=O)[O-].[Na+]